6-bromo-7-iodoisoquinolin-3-amine BrC=1C=C2C=C(N=CC2=CC1I)N